Copper-nickel-silver [Ag].[Ni].[Cu]